C(C)(C)(C)C=1C=CC=2N(C3=CC=C(C=C3C2C1)C(C)(C)C)C=1C=CC=2NC3=CC=C(C=C3C2C1)N1C2=CC=C(C=C2C=2C=C(C=CC12)C(C)(C)C)C(C)(C)C 3,3'',6,6''-tetra-tert-butyl-9'H-[9,3':6',9''-tercarbazol]